3-({[(1R)-6-[(1-benzofuran-6-yl)(methyl)amino]-1,2,3,4-tetrahydronaphthalen-1-yl]methyl}amino)pyridine-4-carboxylic acid O1C=CC2=C1C=C(C=C2)N(C=2C=C1CCC[C@H](C1=CC2)CNC=2C=NC=CC2C(=O)O)C